CN1CCN(CC1)C=1N=C(C2=C(N1)N(C=C2)CCCN2CCCC2)NC2CCN(CC2)C 2-(4-methylpiperazine-1-yl)-N-(1-methylpiperidin-4-yl)-7-(3-(pyrrolidin-1-yl)propyl)-7H-pyrrolo[2,3-d]pyrimidin-4-amine